C[Si](OCCOC(C(=C)C)=O)(OCCOC(C(=C)C)=O)C dimethyl-bis(methacryloxy-1-ethoxy)silane